1-(4-(6-(3-(4-(tert-butyl)piperazin-1-yl)phenyl)-5-hydroxypyridazin-4-yl)-2-chlorophenyl)-3-methyl-1H-imidazol-2(3H)-one C(C)(C)(C)N1CCN(CC1)C=1C=C(C=CC1)C1=C(C(=CN=N1)C1=CC(=C(C=C1)N1C(N(C=C1)C)=O)Cl)O